C(CCC=C)=O (4E)-4-Penten-1-one